2,3-dihydro-1-(2-isopropoxyethyl)-2-sulfo-1H-pyrrolo[3,2-d]Pyrimidin-4(5H)-one C(C)(C)OCCN1C(NC(C2=C1C=CN2)=O)S(=O)(=O)O